(S)-4-((((9H-fluoren-9-yl)methoxy)carbonyl)amino)-5-oxo-5-((2-sulfoethyl)amino)pentanoic acid C1=CC=CC=2C3=CC=CC=C3C(C12)COC(=O)N[C@@H](CCC(=O)O)C(NCCS(=O)(=O)O)=O